CC1=C(C(=CC=C1)C)CC(=O)NC1=CC(=NC=C1)NC(C)=O N-{4-[2-(2,6-dimethylphenyl)acetamido]pyridin-2-yl}acetamide